CC1(C(CC2=CC=CC=C12)NC1=CC=C(C=C1)[C@@H](C(F)(F)F)N(C(=O)C=1N=COC1)C)C N-((1S)-1-(4-((1,1-dimethyl-2,3-dihydro-1H-inden-2-yl)amino)phenyl)-2,2,2-trifluoroethyl)-N-methyloxazole-4-carboxamide